NC1=C(N=CC2=C(C=CC=C12)N1C(COCC1)C)C(=O)NCCC 4-amino-8-(3-methylmorpholinyl)-N-propylisoquinoline-3-carboxamide